ClC1=C(NC(C=C1)=O)C1(CC1)C(=O)O 1-(3-chloro-6-oxo-1,6-dihydropyridin-2-yl)cyclopropane-1-carboxylic acid